2-(4-(5-chloro-2-(4-chloro-1H-1,2,3-triazol-1-yl)phenyl)-2,5-dioxapiperazin-1-yl)-3-(4-fluorophenyl)propionic acid tert-butyl ester C(C)(C)(C)OC(C(CC1=CC=C(C=C1)F)N1OCN(OC1)C1=C(C=CC(=C1)Cl)N1N=NC(=C1)Cl)=O